3-(6,7-dihydroxy-1-methyl-4-oxo-1,4-dihydroquinolin-3-yl)-6,7-dihydroxy-4-oxo-4H-chromen-5-carboxylic acid prop-2-yn-1-yl ester C(C#C)OC(=O)C=1C=2C(C(=COC2C=C(C1O)O)C1=CN(C2=CC(=C(C=C2C1=O)O)O)C)=O